alpha-aminopropyltrimethoxysilane NC(CC)[Si](OC)(OC)OC